1-Ethyl-1,8-diazaspiro[4.5]decane 2,2,2-trifluoroacetic acid salt FC(C(=O)O)(F)F.C(C)N1CCCC12CCNCC2